Cl.CC1(CCN(C1)CCC(C)O)C 4,4-dimethylpyrrolidinobutan-3-ol hydrochloride